N-((1S)-1-(1-(5-((ethyl(methyl)(oxo)-λ6-sulfaneylidene)amino)pyrimidin-2-yl)-1H-1,2,4-triazol-5-yl)ethyl)-3,5-bis(trifluoromethyl)benzamide C(C)S(=O)(C)=NC=1C=NC(=NC1)N1N=CN=C1[C@H](C)NC(C1=CC(=CC(=C1)C(F)(F)F)C(F)(F)F)=O